C(C)(=O)N1CC2=NN(C(=C2C1)NC(=O)N[C@@H]1CN(C[C@H]1C1=CC=CC=C1)CCOC)C1=CC=CC=C1 1-(5-acetyl-2-phenyl-2,4,5,6-tetrahydropyrrolo[3,4-c]pyrazol-3-yl)-3-((3S,4R)-1-(2-methoxyethyl)-4-phenylpyrrolidin-3-yl)urea